3,5-di-tert-butyl-4-hydroxybenzyl-phosphoric acid monoethanol salt C(C)O.C(C)(C)(C)C=1C=C(COP(O)(O)=O)C=C(C1O)C(C)(C)C